ClC=1N(C=C(N1)NC(C(C)N1C[C@@H](C(CC1)(F)F)C1=CC=[N+](C=C1)[O-])=O)CC1=CC(=CC(=C1)F)F 4-((3S)-1-(1-((2-chloro-1-(3,5-difluorobenzyl)-1H-imidazol-4-yl)amino)-1-oxopropan-2-yl)-4,4-difluoropiperidin-3-yl)pyridine 1-oxide